C(N)(OCC(CC(NC1=C2CN(C(C2=CC=C1)=O)C=1C(=NC(=CC1)OCC1=CC=CC=C1)OCC1=CC=CC=C1)C(C)(C)C)(F)F)=O (tert-butyl 4-((2-(2,6-bis(benzyloxy) pyridin-3-yl)-1-oxoisoindolin-4-yl) amino)-2,2-difluorobutyl) carbamate